2-((8-amino-6-(5-amino-4-methylpyridin-3-yl)-7-fluoroisoquinolin-3-yl)amino)-4,4,6-trimethyl-4H,6H-pyrazolo[1,5-e][1,2,5]oxadiazepin-7(8H)-one NC=1C(=C(C=C2C=C(N=CC12)NC1=NN2CC(N(OC(C2=C1)(C)C)C)=O)C=1C=NC=C(C1C)N)F